ethyl 2-(5-phenylisoxazol-3-yl)acetate C1(=CC=CC=C1)C1=CC(=NO1)CC(=O)OCC